C(CCC)C1(OCCC(C1)=C)C 2-butyl-2-methyl-4-methylenetetrahydro-2H-pyran